N-((4-chlorophenyl)(pyrimidin-5-yl)methyl)-2-oxo-6-(trifluoromethyl)-1,2-dihydropyridine-3-carboxamide ClC1=CC=C(C=C1)C(NC(=O)C=1C(NC(=CC1)C(F)(F)F)=O)C=1C=NC=NC1